(E)-1-(1-(5-bromo-3-fluoropyridin-2-yl)-1H-imidazol-4-yl)-N-(2-((trimethylsilyl)methoxy)ethyl)methanimine BrC=1C=C(C(=NC1)N1C=NC(=C1)\C=N\CCOC[Si](C)(C)C)F